2'-bromo-3-chloro-4-[(5-chloro-3-fluoropyridin-2-yl)methoxy]-5',6-dimethyl-[1,4'-bipyridin]-2-one BrC1=NC=C(C(=C1)N1C(C(=C(C=C1C)OCC1=NC=C(C=C1F)Cl)Cl)=O)C